C(O)(O)=O.C(C1=CC=CC=C1)Cl Benzyl chloride carbonate